F[C@H](CN1C(C2=CC(=C(C=C2C1)NC(=O)C=1C=NN2C1N=CC=C2)N2CCOCC2)=O)[C@H](C)O N-(2-((2R,3S)-2-fluoro-3-hydroxybutyl)-6-morpholino-1-oxoisoindolin-5-yl)pyrazolo[1,5-a]pyrimidine-3-carboxamide